CCOC(=O)/C(=C\N(C)C)/C#N ethyl 2-cyano-3-(dimethylamino) acrylate